(6-(2-hydroxy-4-(1H-pyrazol-4-yl)phenyl)pyridazin-3-yl)(piperidin-4-yl)methanone OC1=C(C=CC(=C1)C=1C=NNC1)C1=CC=C(N=N1)C(=O)C1CCNCC1